C(C)C=1C(=CC=C2C=C(C=C(C12)C1=C(C=2N=C(N=C(C2C=N1)N1C[C@@H](CC[C@H](C1)O)O)OC[C@]12CCCN2C[C@@H](C1)F)F)O)F (3R,6R)-1-(7-(8-ethyl-7-fluoro-3-hydroxynaphthalen-1-yl)-8-fluoro-2-(((2R,7aS)-2-fluorohexahydro-1H-pyrrolizine-7a-yl)methoxy)pyrido[4,3-d]pyrimidin-4-yl)azepan-3,6-diol